N-(7-cyclopropyl-6-methyl-1H-indazol-3-yl)-4-fluorobenzamide C1(CC1)C=1C(=CC=C2C(=NNC12)NC(C1=CC=C(C=C1)F)=O)C